FC(C1=CC=C(C=C1)C=1C2=C(NN1)CN(C2)C(=O)OC(C)(C)C)(F)F tert-butyl 3-(4-(trifluoromethyl)phenyl)-4,6-dihydropyrrolo[3,4-c]pyrazole-5(1H)-carboxylate